2-(dicyclohexylphosphino)-3,6-dimethyloxy-2',4',6'-triisopropyl-1,1'-biphenyl C1(CCCCC1)P(C1=C(C(=CC=C1OC)OC)C1=C(C=C(C=C1C(C)C)C(C)C)C(C)C)C1CCCCC1